FC1=CC=C(C=C1)S(=O)(=O)NC=1C=C(C=CC1OC)NC(=O)C1=CC=C(C=C1)C1=CC=CC=C1 N-(3-((4-fluorophenyl)sulfonylamino)-4-methoxyphenyl)-[1,1'-biphenyl]-4-carboxamide